2-(3-(2-(2-aminoethoxy)ethoxy)propan-amido)-N-(6-methoxypyridazin-3-yl)benzamide NCCOCCOCCC(=O)NC1=C(C(=O)NC=2N=NC(=CC2)OC)C=CC=C1